C(C)(=O)OC(C(CC=C)C)C1=CC=CC=C1 2-methyl-1-phenylpent-4-en-1-yl acetate